FC=1C=C(C=C(C1C#N)F)B(O)O 3,5-difluoro-4-cyanophenylboronic acid